C=1N=CN2C1C=CC=C2N2CCN(CC2)C2=CC=CC=1N(C=NC12)C(=O)NCCC(C)C 4-(4-(Imidazo[1,5-a]pyridin-5-yl)piperazin-1-yl)-N-iso-pentyl-1H-benzo[d]imidazole-1-carboxamide